C(CCCCCCC\C=C/C\C=C/CCCCC)(=O)N[C@@H](CO)C(=O)O N-linoleoyl-serine